N'-p-coumaroylputrescine C(\C=C\C1=CC=C(C=C1)O)(=O)NCCCCN